4-(4-Ethoxypiperidin-1-yl)-N-(5-((6-methoxy-7-(3-morpholinopropoxy)chinolin-4-yl)oxy)pyridin-2-yl)picolinamid C(C)OC1CCN(CC1)C1=CC(=NC=C1)C(=O)NC1=NC=C(C=C1)OC1=CC=NC2=CC(=C(C=C12)OC)OCCCN1CCOCC1